(R)-2-fluoro-N-(8-methylisoquinolin-1-yl)-4-(3-methylpyrazin-2-yl)-N-(piperidin-3-yl)benzamide FC1=C(C(=O)N([C@H]2CNCCC2)C2=NC=CC3=CC=CC(=C23)C)C=CC(=C1)C1=NC=CN=C1C